C[C@H]1N(C[C@H](N(C1)C=1N=CC2=C(N1)C(=NC=N2)NC2=CC(=C(C=C2)OC2=CC1=C(N(N=N1)C)C=C2)C)C)C(C=C)=O 1-((2R,5R)-2,5-dimethyl-4-(8-((3-methyl-4-((1-methyl-1H-benzo[d][1,2,3]triazol-5-yl)oxy)phenyl)amino)pyrimido[5,4-d]pyrimidin-2-yl)piperazin-1-yl)prop-2-en-1-one